C(#N)[C@H](CC1=CC=C(C=C1)C=1C=CC2=C(N(C(O2)=O)C)C1)NC(=O)C1CN(CCCCC1)C(=O)OC(C)(C)C tert-butyl 3-{[(1S)-1-cyano-2-[4-(3-methyl-2-oxo-2,3-dihydro-1,3-benzoxazol-5-yl)phenyl]ethyl]carbamoyl}azocane-1-carboxylate